C(C(C)(C)C)C1(C=CC=C1)[Zr](N(CC)C)(N(CC)C)N(C)CC (neopentyl-cyclopentadienyl)tris(ethylmethylamino)zirconium